5-chloro-1-(2,3,5,6-tetrafluorophenyl)indolin-2-one ClC=1C=C2CC(N(C2=CC1)C1=C(C(=CC(=C1F)F)F)F)=O